C(C)OC(=O)C1CNC2=C(O1)C=C(C=C2)Cl 7-chloro-3,4-dihydro-2H-benzo[b][1,4]oxazine-2-carboxylic acid ethyl ester